2-(3-chlorophenyl)-7-nitroquinazoline ClC=1C=C(C=CC1)C1=NC2=CC(=CC=C2C=N1)[N+](=O)[O-]